COC(=O)C1=CN(C2=CC=C(C=C12)Br)CC 5-bromo-1-ethyl-1H-indole-3-carboxylic acid methyl ester